tert-butyl (3aR,6aR)-2-(5-isopropoxypyrimidin-2-yl)-1,3,3a,4,6,6a-hexahydropyrrolo[3,4-c]pyrrole-5-carboxylate C(C)(C)OC=1C=NC(=NC1)N1C[C@@H]2CN(C[C@H]2C1)C(=O)OC(C)(C)C